3-(3-pentadecylphenoxy)phthalonitrile C(CCCCCCCCCCCCCC)C=1C=C(OC2=C(C(C#N)=CC=C2)C#N)C=CC1